CC1=NNC2=NC=C(C=C21)CN2CCC1=CC=C(C=C21)C(=O)NC2=CC(=NC(=C2)C(F)(F)F)CN2CCN(CC2)C 1-((3-methyl-1H-pyrazolo[3,4-b]pyridin-5-yl)methyl)-N-(2-((4-methylpiperazin-1-yl)methyl)-6-(trifluoromethyl)pyridin-4-yl)indoline-6-carboxamide